6-(4-(2,2-difluoroethyl)piperazin-1-yl)-N-(6-(o-tolyl)-5-(trifluoromethyl)pyridin-2-yl)pyridine-2-sulfonamide FC(CN1CCN(CC1)C1=CC=CC(=N1)S(=O)(=O)NC1=NC(=C(C=C1)C(F)(F)F)C1=C(C=CC=C1)C)F